(1-hydroxypropan-2-yl)-8-(1-methyl-1H-pyrazol-4-yl)-6-(4-(trifluoromethyl)phenyl)pyrido[3,4-d]pyrimidin-4(3H)-one OCC(C)C=1NC(C2=C(N1)C(=NC(=C2)C2=CC=C(C=C2)C(F)(F)F)C=2C=NN(C2)C)=O